(3R)-3-(1,4-Dimethyl-1H-benzotriazol-5-yl)-3-(7-{[(2R)-2-ethyl-7-hydroxy-2,3-dihydropyrido[2,3-f][1,4]oxazepin-4(5H)-yl]methyl}-1-benzothiophen-5-yl)-2,2-dimethylpropanoic acid CN1N=NC2=C1C=CC(=C2C)[C@H](C(C(=O)O)(C)C)C=2C=C(C1=C(C=CS1)C2)CN2C[C@H](OC1=C(C2)N=C(C=C1)O)CC